9-(4-aminobutyl)-2-butoxy-8-methyl-9H-purin-6-amine NCCCCN1C2=NC(=NC(=C2N=C1C)N)OCCCC